1-(4-ethylpiperidin-4-yl)-4-methylpiperazine C(C)C1(CCNCC1)N1CCN(CC1)C